3-[2-chloro-5-[3-chloro-5-(trifluoromethyl)-2-pyridinyl]-phenyl]-5-methyl-4H-isoxazole-5-carboxylic acid ethyl ester C(C)OC(=O)C1(CC(=NO1)C1=C(C=CC(=C1)C1=NC=C(C=C1Cl)C(F)(F)F)Cl)C